FC1=C(C=CC(=C1)F)C1=CC(=C(C=C1)OC)NC1=NC=NC2=CC(=C(C=C12)N1CC2(C1)CN(CCC2)C(C=C)=O)OC 1-(2-(4-((2',4'-difluoro-4-methoxy-[1,1'-biphenyl]-3-yl)amino)-7-methoxyquinazolin-6-yl)-2,6-diazaspiro[3.5]nonan-6-yl)prop-2-en-1-one